OC1=C(C=CC=C1)NC=CN(C=O)C(C)C N-(2-((2-hydroxyphenyl)amino)vinyl)-N-isopropyl-formamide